FC1(CC(C1)OC1=C(C=C(C=C1)C(F)F)NC(=O)N1C[C@](CC1)(C1=NC=NS1)C1=CC(=C(C=C1)C)F)F |o1:20| (R or S)-N-(2-(3,3-difluorocyclobutoxy)-5-(difluoromethyl)phenyl)-3-(3-fluoro-4-methylphenyl)-3-(1,2,4-thiadiazol-5-yl)pyrrolidine-1-carboxamide